Cl.O=C1N(CC2=CC(=CC=C12)C=1CCNCC1)C1C(NC(CC1)=O)=O 3-(1-oxo-5-(1,2,3,6-tetrahydropyridin-4-yl)isoindolin-2-yl)piperidine-2,6-dione hydrochloride